COC1=C(C(=O)P(C(CC)C)(C(C2=C(C=CC=C2OC)OC)=O)=O)C(=CC=C1)OC bis(2,6-dimethoxybenzoyl)(1-methylpropan-1-yl)phosphine oxide